N1C=CC=2C1=NC=C(C2)OC2=C(C(=O)O)C=CC(=C2)C=2CCN(CC2)C(=O)OC(C)(C)C 2-((1H-pyrrolo[2,3-b]pyridin-5-yl)oxy)-4-(1-(tert-butoxycarbonyl)-1,2,3,6-tetrahydropyridin-4-yl)benzoic acid